(R)-4-(((1-((tert-butyldimethylsilyl)oxy)-3-(octadecyloxy)propan-2-yl)oxy)methyl)benzonitrile [Si](C)(C)(C(C)(C)C)OC[C@@H](COCCCCCCCCCCCCCCCCCC)OCC1=CC=C(C#N)C=C1